methyl 1-(2-((tert-butyldimethylsilyl)oxy)ethyl)-1H-benzo[d][1,2,3]triazole-5-carboxylate [Si](C)(C)(C(C)(C)C)OCCN1N=NC2=C1C=CC(=C2)C(=O)OC